C(C)N(CC(=O)NC1=C(C2=CC=CC=C2C=C1)CC1=C(C=CC2=CC=CC=C12)OC)CC 2-(diethylamino)-N-(1-((2-methoxynaphthalen-1-yl)methyl)naphthalen-2-yl)acetamide